magnesium oxirane O1CC1.[Mg]